O[C@]1(C(=CC(C=C1C)=O)OC)C(=O)OC1=C(C(=C(C(=C1C)C)C(=O)O)O)Br 4-[(R)-1-hydroxy-2-methoxy-6-methyl-4-oxo-2,5-cyclohexadien-1-ylcarbonyloxy]-3-bromo-2-hydroxy-5,6-xylenecarboxylic acid